5-chloro-7-(3,3-difluorobutan-2-yl)-2-(((3S,4R)-3-hydroxytetrahydro-2H-pyran-4-yl)amino)pyrrolo[2,1-f][1,2,4]triazine-6-carbonitrile ClC=1C(=C(N2N=C(N=CC21)N[C@H]2[C@@H](COCC2)O)C(C)C(C)(F)F)C#N